CC1(OCC(C(C1)C=1C=C2C=CNC2=CC1)[2H])C 5-(2,2-dimethyl-tetrahydro-2H-pyran-4-yl-5-d)-1H-indole